N[C@H](C(=O)NC)CSC(C1=CC=CC=C1)(C1=CC=CC=C1)C1=CC=CC=C1 (R)-2-amino-N-methyl-3-(tritylthio)propanamide